6-((1r,4r)-2-oxa-5-azabicyclo[2.2.1]hept-5-yl)-2-(4-bromo-2,6-dimethylphenyl)-2,5-dihydro-4H-pyrazolo[3,4-d]pyrimidin-4-one [C@H]12OC[C@H](N(C1)C=1NC(C=3C(N1)=NN(C3)C3=C(C=C(C=C3C)Br)C)=O)C2